MEVALDATE C(C[C@@](O)(C)CC=O)(=O)[O-]